1-[5-ethyl-2-(quinolin-7-yl)-1,2,4-triazol-3-yl]methanamine C(C)C=1N=C(N(N1)C1=CC=C2C=CC=NC2=C1)CN